COC1(CC(=NC=C1)C1=NC=CC=C1)OC 4,4-di-methoxybipyridine